NC(C)(C)CS(=O)(=O)O.C(C=C)(=O)[Na] acryloyl-sodium dimethyltaurate